C(C)OC(=O)C=1C=C2CCC(NC2=C(C1)N)=O 8-amino-2-oxo-3,4-dihydro-1H-quinoline-6-carboxylic acid ethyl ester